2-[(3R)-3-methyl[1,4'-bipiperidin]-1'-yl]-N-[(3-methylpyridin-2-yl)methyl]-1,3-thiazole-5-carboxamide C[C@H]1CN(CCC1)C1CCN(CC1)C=1SC(=CN1)C(=O)NCC1=NC=CC=C1C